FC(OC1=CC=C(C=C1)N1N=C(C2=NC=CC=C21)CNC(OC(C)(C)C)=O)(F)F tert-butyl ((1-(4-(trifluoromethoxy)phenyl)-1H-pyrazolo[4,3-b]pyridin-3-yl)methyl)carbamate